tert-Butyl (4-acetylphenyl)methylcarbamate C(C)(=O)C1=CC=C(C=C1)CNC(OC(C)(C)C)=O